1-(tert-butyl)-4-phenoxy-1H-pyrazole-5-carbohydrazide C(C)(C)(C)N1N=CC(=C1C(=O)NN)OC1=CC=CC=C1